1-(4-(2-(4-bromophenyl)-propan-2-yl)thiazol-2-yl)-3-((2-(piperazin-1-yl)pyrimidin-5-yl)methyl)urea compound with methane C.BrC1=CC=C(C=C1)C(C)(C)C=1N=C(SC1)NC(=O)NCC=1C=NC(=NC1)N1CCNCC1